3-chloro-4-(naphthalen-2-yl)-bromobenzene ClC=1C=C(C=CC1C1=CC2=CC=CC=C2C=C1)Br